7-(4-(4-(benzo[b]thiophen-4-yl)piperazin-1-yl)butoxy)-1-(cyclopentanecarbonyl)quinolin-2(1H)-one S1C2=C(C=C1)C(=CC=C2)N2CCN(CC2)CCCCOC2=CC=C1C=CC(N(C1=C2)C(=O)C2CCCC2)=O